7-hydroxy-6-methoxy-2-methylquinazolin OC1=C(C=C2C=NC(=NC2=C1)C)OC